tert-butyl ((3R,4S)-4-aminotetrahydrofuran-3-yl)carbamate N[C@H]1[C@H](COC1)NC(OC(C)(C)C)=O